NC1(CC(C(=CC1)C1=CC=CC=C1)(C(=O)O)C(=O)O)N 4,4-diaminobiphenyl-2,2-dicarboxylic acid